benzyl (2R,3S,5R)-2-((((1S,3S,6R)-6-(5-fluoropyrimidin-2-yl)bicyclo[4.1.0]heptan-3-yl)oxy)methyl)-5-methyl-3-(2,2,2-trifluoro-N-(4-methoxybenzyl)acetamido)pyrrolidine-1-carboxylate FC=1C=NC(=NC1)[C@]12CC[C@@H](C[C@@H]2C1)OC[C@@H]1N([C@@H](C[C@@H]1N(C(C(F)(F)F)=O)CC1=CC=C(C=C1)OC)C)C(=O)OCC1=CC=CC=C1